ethyl (S)-2-(tert-butoxy)-2-(7-(4-chlorophenyl)-5-methyl-2-(1-methyl-3-(1-((R)-tetrahydrofuran-2-carbonyl)piperidin-4-yl)-1H-indazol-5-yl)benzo[d]thiazol-6-yl)acetate C(C)(C)(C)O[C@H](C(=O)OCC)C1=C(C2=C(N=C(S2)C=2C=C3C(=NN(C3=CC2)C)C2CCN(CC2)C(=O)[C@@H]2OCCC2)C=C1C)C1=CC=C(C=C1)Cl